aluminum-iron (II) oxide [O-2].[Fe+2].[Al]